1-(methylsulfonyl)-7-(5-(4,4,5,5-tetramethyl-1,3,2-dioxaborolan-2-yl)-3H-imidazo[4,5-b]pyridin-3-yl)-1,2,3,4-tetrahydroquinoline CS(=O)(=O)N1CCCC2=CC=C(C=C12)N1C=NC=2C1=NC(=CC2)B2OC(C(O2)(C)C)(C)C